C(C)(C)C=1C(=CC2=C(N(C(N2)=O)[C@@H]2CN(CCC2)CC2CCOCC2)C1)C=1C=C(C=2N(C1)N=CN2)OC (S)-6-Isopropyl-5-(8-methoxy-[1,2,4]triazolo[1,5-a]pyridin-6-yl)-1-(1-((tetrahydro-2H-pyran-4-yl)methyl)piperidin-3-yl)-1,3-dihydro-2H-benzo[d]imidazol-2-on